COC1=CC=CC2=C1N=C(S2)NC=2SC1=C(N2)C(=CC=C1)C(F)(F)F 4-methoxy-N-(4-(trifluoromethyl)benzo[d]thiazol-2-yl)benzo[d]thiazol-2-amine